CC(CC1OC(OC1)(CCCCCCCC\C=C/C\C=C/CCCCC)CCCCCCCC\C=C/C\C=C/CCCCC)N methyl-2-(2,2-di((9Z,12Z)-octadeca-9,12-dienyl)-1,3-dioxolan-4-yl)ethanamine